2-chloro-4-[4'-(4''-methylpiperazinyl)phenyl]triazine ClN1NC=CC(=N1)C1=CC=C(C=C1)N1CCN(CC1)C